(1S,3aR,6aS)-N-((R)-4-hydroxy-3-oxo-1-((R)-2-oxopyrrolidin-3-yl)butan-2-yl)-2-((S)-5-oxo-2-phenylpyrrolidine-2-carbonyl)octahydrocyclopenta[c]pyrrole-1-carboxamide OCC([C@@H](C[C@@H]1C(NCC1)=O)NC(=O)[C@H]1N(C[C@H]2[C@@H]1CCC2)C(=O)[C@@]2(NC(CC2)=O)C2=CC=CC=C2)=O